N-(2-oxo-2,3-dihydro-1H-benzo[d]imidazol-5-yl)indoline-4-carboxamide hydrochloride Cl.O=C1NC2=C(N1)C=CC(=C2)NC(=O)C=2C=1CCNC1C=CC2